C(CCC)C(=C(C(=O)[O-])CCCC)C1=CC=CC=C1.[Sn+4].C(CCC)C(=C(C(=O)[O-])CCCC)C1=CC=CC=C1.C(CCC)C(=C(C(=O)[O-])CCCC)C1=CC=CC=C1.C(CCC)C(=C(C(=O)[O-])CCCC)C1=CC=CC=C1 tin dibutylcinnamate